3-(2-Chloropyrimidin-4-yl)quinoline ClC1=NC=CC(=N1)C=1C=NC2=CC=CC=C2C1